tert-Butyl-7-((3-amino-6-(2-hydroxyphenyl)pyridazin-4-yl)ethynyl)-2-azaspiro[3.5]nonane-2-carboxylate C(C)(C)(C)OC(=O)N1CC2(C1)CCC(CC2)C#CC2=C(N=NC(=C2)C2=C(C=CC=C2)O)N